5-bromo-1-methyl-1H-1,3-benzodiazol-2-amine BrC1=CC2=C(N(C(=N2)N)C)C=C1